2-bromo-2,2-dideuterio-ACETIC ACID ANHYDRIDE BrC(C(=O)OC(C(Br)([2H])[2H])=O)([2H])[2H]